(1S,4S)-trans-p-menthan-8-thiol [C@H]1(CC[C@H](CC1)C(C)(C)S)C